COCC=1OC(=C(C(C1C)=O)CCCC)COC 2,6-dimethoxymethyl-3-methyl-5-butyl-4-pyrone